C[C@@H]1C=2C=CC=NC2CCN1C(=O)OC(C)(C)C tert-butyl (R)-5-methyl-7,8-dihydro-1,6-naphthyridine-6(5H)-carboxylate